N1(CCC12COCCC2)C=O (6-oxa-1-azaspiro[3.5]non-1-yl)methanone